(Z)-2-{1-[4-chloro-1-(3-chloro-5-fluoro-phenoxymethyl)-but-3-enyloxyimino]-propyl}-3-hydroxy-5-propyl-cyclohex-2-enone ClC=CCC(O\N=C(\CC)/C=1C(CC(CC1O)CCC)=O)COC1=CC(=CC(=C1)F)Cl